CC(=O)O[C@H]1[C@@H]([C@@H]([C@H](O1)COC(=O)C2=CC=CC=C2)OC(=O)C3=CC=CC=C3)OC(=O)C4=CC=CC=C4 1-O-acetyl-2,3,5-tri-O-benzoyl-beta-D-ribofuranose